2-[2-(1-piperidinyl)ethoxy]propyl-N-methyl-N-(sec-butyl)-amine N1(CCCCC1)CCOC(CN(C(C)CC)C)C